7-(3,4-diamino-5-methylphenyl)-1-((tetrahydro-2H-pyran-4-yl)methyl)-3,4-dihydropyrazino[2,3-b]Pyrazin-2(1H)-one NC=1C=C(C=C(C1N)C)C1=CN=C2C(=N1)N(C(CN2)=O)CC2CCOCC2